C(C)(C)(C)OC(=O)N1CCC2(CC1)CC1=C(N=C(S1)C(C)(C)C)C=C2.CSC2=CC1=CC=CC=C1C=C2 methyl-(naphthalene-2-yl)sulfane tert-butyl-2-(tert-butyl)-7H-spiro[benzo[d]thiazole-6,4'-piperidine]-1'-carboxylate